1-[(8S)-5,6,7,8-tetrahydro-8-quinolinyl]-1,4-butanediamine N1=CC=CC=2CCC[C@H](C12)C(CCCN)N